3-MORPHOLINOPHENYLBORONIC ACID HYDROCHLORIDE Cl.O1CCN(CC1)C=1C=C(C=CC1)B(O)O